ClC1=C(C=CC=C1C=1N=C(C(=NC1)CN1CC(C1)C(=O)O)OC)C1=C(C(=CC=C1)NC(=O)C=1C(N(C(N(C1)C)=O)C)=O)Cl 1-((5-(2,2'-dichloro-3'-(1,3-dimethyl-2,4-dioxo-1,2,3,4-tetrahydropyrimidine-5-carboxamido)-[1,1'-biphenyl]-3-yl)-3-methoxypyrazin-2-yl)methyl)azetidine-3-carboxylic Acid